(4-(cyclopropylmethyl)tetrahydro-2H-pyran-4-yl)methanamine C1(CC1)CC1(CCOCC1)CN